N'-{[(3,5-difluoropyridin-2-yl)sulfonyl]oxy}-2-(2-methylpropane-2-sulfonyl)ethanimidamide FC=1C(=NC=C(C1)F)S(=O)(=O)ON=C(CS(=O)(=O)C(C)(C)C)N